1-((3R,4S)-4-((5-(1-(2,2-difluoroethyl)-2-methyl-1H-benzo[d]imidazol-6-yl)-4-methoxypyrrolo[2,1-f][1,2,4]triazin-2-yl)amino)-3-fluoropiperidin-1-yl)-2-hydroxyethan-1-one FC(CN1C(=NC2=C1C=C(C=C2)C=2C=CN1N=C(N=C(C12)OC)N[C@@H]1[C@@H](CN(CC1)C(CO)=O)F)C)F